N=1SN=C2C1C(=CC=C2C=2C=CC=C1C=CC=C(C21)C2=CC=C(C(=O)N[C@H]([C@@H]1N3C[C@@H]([C@H](C1)CC3)C=C)C3=CC=NC1=CC=C(C=C31)OC)C=C2)C=2C=CC=C3C=CC=C(C23)C2=CC=C(C(=O)N[C@H]([C@@H]3N1C[C@@H]([C@H](C3)CC1)C=C)C1=CC=NC3=CC=C(C=C13)OC)C=C2 4,4'-(benzo[c][1,2,5]thiadiazole-4,7-diylbis(naphthalene-8,1-diyl))bis(N-((1S)-(6-methoxyquinolin-4-yl)((2R,4S,5R)-5-vinylquinuclidin-2-yl)methyl)benzamide)